7-bromo-6-iodo-N-methylisoquinolin-3-amine BrC1=C(C=C2C=C(N=CC2=C1)NC)I